1H-indazol-7-yl-methanol N1N=CC2=CC=CC(=C12)CO